3,5-dimethyl-4-tert-butyl-iodobenzene CC=1C=C(C=C(C1C(C)(C)C)C)I